4-(4-((1-(benzo[4,5]imidazo[1,2-a]pyrimidin-2-yl)piperidin-4-yl)methyl)piperazin-1-yl)-2-(2,4-dioxotetrahydropyrimidine-1(2H)-yl)isoindoline-1,3-dione N=1C=2N(C=CC1N1CCC(CC1)CN1CCN(CC1)C1=C3C(N(C(C3=CC=C1)=O)N1C(NC(CC1)=O)=O)=O)C1=C(N2)C=CC=C1